C(C=C)(=O)N1C[C@@H](N([C@H](C1)C)S(=O)(=O)C)C1=CC(=NC(=C1)Cl)C1=NC(=CC(=C1)C(=O)NC)C 4'-((2S,6S)-4-acryloyl-6-methyl-1-(methylsulfonyl)piperazin-2-yl)-6'-chloro-N,6-dimethyl-[2,2'-bipyridine]-4-carboxamide